OC(CCCC(=O)OC(CCCCCCC)CCCCCCC)CCCC(=O)OC(CCCCCCC)CCCCCCC 1,9-bis(pentadecan-8-yl) 5-hydroxynonanedioate